BrC1=CC(=C2C(=N1)C=NN2C(C)C)N[C@H]2COCC2 |r| (±)-5-bromo-1-isopropyl-N-(tetrahydrofuran-3-yl)-1H-pyrazolo[4,3-b]pyridin-7-amine